dimethyl (3-methyl-4-nitrophenyl)propanedioate CC=1C=C(C=CC1[N+](=O)[O-])C(C(=O)OC)C(=O)OC